NC1=NC=C(C=2N=C(N=CC21)NC2CCC(CC2)O)C2=CC=NC=C2 (1R,4R)-4-((5-amino-8-(pyridin-4-yl)pyrido[4,3-d]pyrimidin-2-yl)amino)cyclohexane-1-ol